CS(=O)(=O)C1=CC=C(C=C1)N[C@@H](CO)C(=O)[O-].[Cu+2].CS(=O)(=O)C1=CC=C(C=C1)N[C@@H](CO)C(=O)[O-] copper p-methylsulfonyl-phenylserine salt